dimethyl 2,2-di(hept-6-en-1-yl)malonate C(CCCCC=C)C(C(=O)OC)(C(=O)OC)CCCCCC=C